(1R,3S)-3-(3-{[(2-methylpyridin-4-yl)acetyl]amino}-1H-pyrazol-5-yl)cyclopentyl (2S)-butan-2-ylcarbamate C[C@@H](CC)NC(O[C@H]1C[C@H](CC1)C1=CC(=NN1)NC(CC1=CC(=NC=C1)C)=O)=O